N-butyl-caprolactam C(CCC)N1C(CCCCC1)=O